O=C1NC(CCC1N1C(=CC2=CC(=CC=C12)OS(=O)(=O)F)C)=O 1-(2,6-dioxo-3-piperidyl)-5-fluorosulfonyloxy-2-methyl-indole